(S)-4-(trifluoromethyl)-5-((1-((5-(5-(trifluoromethyl)pyrimidin-2-yl)-4,5,6,7-tetrahydropyrazolo[1,5-a]pyrazin-2-yl)methoxy)propan-2-yl-1,1-d2)amino)pyridazin-3(2H)-one FC(C=1C(NN=CC1N[C@H](C([2H])([2H])OCC1=NN2C(CN(CC2)C2=NC=C(C=N2)C(F)(F)F)=C1)C)=O)(F)F